8-(2-fluoro-4-(2-morpholinoethoxy)phenyl)-N2-(4-(piperazin-1-yl)phenyl)pyrido[3,4-d]pyrimidine-2,4-diamine FC1=C(C=CC(=C1)OCCN1CCOCC1)C1=NC=CC2=C1N=C(N=C2N)NC2=CC=C(C=C2)N2CCNCC2